2,4-dimethyl-3-cyclohexencarbaldehyde CC1C(CCC(=C1)C)C=O